8-ethynyl-3-hydroxynaphthalene C(#C)C=1C=CC=C2C=C(C=CC12)O